FC=1C=NC(=NC1)N1CCNCC1 4-(5-fluoro-pyrimidin-2-yl)-piperazin